6-(1-((2,5-dimethylthiophen-3-yl)sulfonyl)piperidin-4-yl)-7-methylimidazo[1,2-b]pyridazine CC=1SC(=CC1S(=O)(=O)N1CCC(CC1)C=1C(=CC=2N(N1)C=CN2)C)C